NC1=CC=C(C=C1)N1CCN(CC1)CC1=C2C(=NC=3C=C(C(=CC13)OC)F)C1=CC3=C(C(N1C2)=O)COC([C@]3(O)CC)=O (S)-11-((4-(4-aminophenyl)piperazin-1-yl)methyl)-4-ethyl-8-fluoro-4-hydroxy-9-methoxy-1,12-dihydro-14H-pyrano[3',4':6,7]indolizino[1,2-b]quinoline-3,14(4H)-dione